1,4-bis(vinyl-dimethyl-silyl)benzene C(=C)[Si](C1=CC=C(C=C1)[Si](C)(C)C=C)(C)C